PHOSPHONIUM PHENOL C1(=CC=CC=C1)O.[PH4+]